C(C)(C)(C)OC(=O)N1CC(C1)[C@H]1CN(CCS1)C(=O)OCC=C prop-2-en-1-yl (2S)-2-[1-(tert-butoxycarbonyl)azetidin-3-yl]thiomorpholine-4-carboxylate